ClC=1C=C(C=C(C1)Cl)C1(CC(=NO1)C1=CC(=C(C(=O)NC2=C(C3=C(S2)CCCC3)C(=O)N(C)C)C=C1)C)C(F)(F)F 2-(4-(5-(3,5-dichlorophenyl)-5-(trifluoromethyl)-4,5-dihydro-isoxazol-3-yl)-2-methylbenzamido)-N,N-dimethyl-4,5,6,7-tetrahydrobenzo[b]thiophene-3-carboxamide